C(C)OC(=O)[C@H]1NC[C@@H](CC1)NOCC1=CC=CC=C1 (2S,5R)-ethyl-5-((benzyloxy)amino)piperidine-2-carboxylate